(R)-N-((1-(1-(2,3-Dihydrobenzo[b][1,4]dioxin-6-yl)-4-(hydroxyamino)-4-oxobutan-2-yl)-1H-1,2,3-triazol-4-yl)methyl)-3,4-difluorobenzamid O1C2=C(OCC1)C=C(C=C2)C[C@H](CC(=O)NO)N2N=NC(=C2)CNC(C2=CC(=C(C=C2)F)F)=O